ClC1=C(C(=C(C=C1)OB(O)O)F)OC (4-chloro-2-fluoro-3-methoxyphenyl)boric acid